NN1C(=NC(=C1C(=O)N)C1=CC=C(C=C1)C(NC1=NC=CC=C1)=O)[C@H]1N(CCCC1)C(\C=C\CC)=O (S,E)-1-amino-2-(1-(pent-2-enoyl)piperidin-2-yl)-4-(4-(pyridin-2-ylcarbamoyl)phenyl)-1H-imidazole-5-carboxamide